N-(1,1-Dimethylsilacyclohex-4-yl)-4-methoxy-1H-pyrrolo[2,3-c]pyridine-2-carboxamide C[Si]1(CCC(CC1)NC(=O)C1=CC=2C(=CN=CC2OC)N1)C